ClC1=CC(=C2C(C(=CN(C2=N1)C=1SC=CN1)C(=O)OCC)=O)C ethyl 7-chloro-5-methyl-4-oxo-1-(1,3-thiazol-2-yl)-1,4-dihydro-1,8-naphthyridine-3-carboxylate